6-(3-phenylazetidin-1-yl)-1-benzofuran-2-carboxylic acid C1(=CC=CC=C1)C1CN(C1)C1=CC2=C(C=C(O2)C(=O)O)C=C1